{3-[3-(3-Fluorophenyl)-1H-1,2,4-triazol-5-yl]phenyl}(morpholin-4-yl)methanone FC=1C=C(C=CC1)C1=NNC(=N1)C=1C=C(C=CC1)C(=O)N1CCOCC1